C(N)(=O)C=1N(C2=CC(=CC=C2C1)OC(F)(F)F)C=1C=C(C=CC1)C(CC(=O)OC)(C)C methyl 3-(3-(2-carbamoyl-6-(trifluoromethoxy)-1H-indol-1-yl)phenyl)-3-methylbutanoate